CNC(N)=O 3-methyl-urea